3-(aminomethyl)-hexanoic acid methyl ester hydrochloride Cl.COC(CC(CCC)CN)=O